C1(=CC=C(C=C1)NC1=CC=NC2=CC=CC=C12)C N-(p-tolyl)quinolin-4-amine